FC(C(=O)O)(F)F.N(C(=N)N)CCC1=CC=C(C=C1)NC(=O)C=1SC=C(C1)C=1CCN(CC1)C(N)=N N-[4-(2-carbamimidamidoethyl)phenyl]-4-(1-carbamimidoyl-1,2,3,6-tetrahydropyridin-4-yl)thiophene-2-carboxamide trifluoroacetate